N-[3-(2-methyl-1-oxo-6-phenylisoquinolin-4-yl)phenyl]ethanesulfonamide CN1C(C2=CC=C(C=C2C(=C1)C=1C=C(C=CC1)NS(=O)(=O)CC)C1=CC=CC=C1)=O